2-[tert-butyl(diphenyl)silyl]oxyethyl-(2-sulfamoylethyl)oxonium [Si](C1=CC=CC=C1)(C1=CC=CC=C1)(C(C)(C)C)OCC[OH+]CCS(N)(=O)=O